2-(((2-(5-Chloropyridin-2-yl)-2-methylbenzo[d][1,3]dioxol-4-yl)-2,5-diazabicyclo[4.2.0]octan-2-yl)methyl)-1-(((S)-oxetan-2-yl)methyl)-1H-benzo[d]imidazole-6-carboxylic acid ClC=1C=CC(=NC1)C1(OC2=C(O1)C=CC=C2C21N(CCNC1CC2)CC2=NC1=C(N2C[C@H]2OCC2)C=C(C=C1)C(=O)O)C